tert-butyl(((S)-7-((4R,5S)-2,2-dimethyl-5-((E)-oct-1-en-1-yl)-1,3-dioxolan-4-yl)hepta-4,6-diyn-3-yl)oxy)dimethylsilane C(C)(C)(C)[Si](C)(C)O[C@@H](CC)C#CC#C[C@H]1OC(O[C@H]1\C=C\CCCCCC)(C)C